(4-bromopyridin-2-yl)-2-(dimethylamino)acetamide BrC1=CC(=NC=C1)C(C(=O)N)N(C)C